ClC=1C=C(C=CC1)N1N=C(C2=C1C(N(CC2)C2=CC=C1CCN(CC1=C2)CCO)=O)C(=O)O 1-(3-Chlorophenyl)-6-[2-(2-hydroxyethyl)-3,4-dihydro-1H-isoquinolin-7-yl]-7-oxo-4,5-dihydropyrazolo[3,4-c]pyridine-3-carboxylic acid